C(N)(=O)C=1C(=NC(=C(N1)CC)N1CCCC1)NC=1C=C(OCCCNC(C(C)OC(NC)=O)=O)C=CC1 (1-((3-(3-((3-carbamoyl-5-ethyl-6-(pyrrolidin-1-yl)pyrazin-2-yl)amino)phenoxy)propyl)amino)-1-oxopropan-2-yl)(methyl)carbamate